2,2-dimethyl-1,2,3,7-tetrahydropyrrolo[3',2':5,6]Pyrido[3,4-b][1,4]Oxazine CC1(NC2=C(OC1)C=NC1=C2C=CN1)C